FC1=CC=2C(=C3C(=NC2C=C1)CCC3)C 7-fluoro-9-methyl-2,3-dihydro-1H-cyclopenta[B]quinoline